ClC1=CC(=C(C=N1)O)I 6-chloro-4-iodo-pyridin-3-ol